iridium(III) sulfide [Ir+]=S